2-amino-3,5-dibromobenzoyl-hydrazine NC1=C(C(=O)NN)C=C(C=C1Br)Br